tert-butyl (3R)-3-(2-aminoethyl)pyrrolidine-1-carboxylate NCC[C@H]1CN(CC1)C(=O)OC(C)(C)C